4-[2-Cyclopropyl-6-(5-{[(2-methoxyethyl)amino]methyl}-1,3-benzoxazol-2-yl)pyridin-4-yl]-3-(4-methyl-1,2,4-triazol-3-yl)benzonitrile C1(CC1)C1=NC(=CC(=C1)C1=C(C=C(C#N)C=C1)C1=NN=CN1C)C=1OC2=C(N1)C=C(C=C2)CNCCOC